N-[(1'S,14R)-6,17,19-trifluorospiro[8,12-dioxa-21-azatetracyclo[14.3.1.110,13.02,7]henicosa-1(19),2,4,6,10,13(21),16(20),17-octaene-14,3'-cyclopentane]-1'-yl]methanesulfonamide FC=1C=CC=C2C3=C(C=C(C(C[C@]4(C[C@H](CC4)NS(=O)(=O)C)C=4OC=C(COC12)N4)=C3)F)F